2-(ethylsulfonyl)-N-methyl-3-(5-(2,2,3,3,3-pentafluoropropoxy)pyrazin-2-yl)pyrazolo[1,5-a]pyrimidin-5-amine C(C)S(=O)(=O)C1=NN2C(N=C(C=C2)NC)=C1C1=NC=C(N=C1)OCC(C(F)(F)F)(F)F